2-(4-amino-6,8-dimethyl-9H-pyrimido[4,5-b]indol-9-yl)acetic acid NC1=NC=NC=2N(C3=C(C=C(C=C3C21)C)C)CC(=O)O